2-ETHYL-3,5-DIMETHYLPHENYLBORONIC ACID C(C)C1=C(C=C(C=C1C)C)B(O)O